BENZOPYRONE C1=CC=C2C(=C1)C=CC(=O)O2